(R)-3-(methylsulfonyloxy)pyrrolidine-1-carboxylic acid tert-butyl ester C(C)(C)(C)OC(=O)N1C[C@@H](CC1)OS(=O)(=O)C